4-(1-hydroxy-2-o-tolylaminoethyl)-1,3-dihydroimidazol-2-one OC(CNC1=C(C=CC=C1)C)C=1NC(NC1)=O